5-(3-((1r,4R)-4-hydroxycyclohexyl)ureido)-2-methyl-N-((R)-1-(naphthalen-1-yl)ethyl)benzamide OC1CCC(CC1)NC(NC=1C=CC(=C(C(=O)N[C@H](C)C2=CC=CC3=CC=CC=C23)C1)C)=O